(R)-2-methyl-5-(piperidin-3-ylmethyl)pyridine CC1=NC=C(C=C1)C[C@@H]1CNCCC1